trans-benzyl 4-hydroxy-3-(thiazole-2-carboxamido)piperidine-1-carboxylate O[C@H]1[C@@H](CN(CC1)C(=O)OCC1=CC=CC=C1)NC(=O)C=1SC=CN1